(2s)-Amino[(5s)-3-chloro-4,5-dihydro-1,2-oxazol-5-yl]ethanoic acid N[C@H](C(=O)O)[C@@H]1CC(=NO1)Cl